CN[C@H]([C@H](O)C1=CC=CC=C1)C (1R,2S)-2-(methylamino)-1-phenylpropan-1-ol